F[B-](F)(F)F.SCCCN1CN(C=C1)C=C 1-(3-mercaptopropyl)-3-vinylimidazole tetrafluoroborate